FC1=CC=CC=2NC[C@H](CCC21)N (S)-6-fluoro-2,3,4,5-tetrahydro-1H-benzo[b]azepin-3-amine